3-(3-(difluoromethyl)-3-(3-(1-(o-tolyl)cyclopropyl)-1,2,4-oxadiazol-5-yl)-1H-pyrazol-1-yl)thietane 1,1-dioxide FC(C1(NN(C=C1)C1CS(C1)(=O)=O)C1=NC(=NO1)C1(CC1)C1=C(C=CC=C1)C)F